tert-butyl 2-[4-[1-(2,6-dioxo-3-piperidyl)-3-methyl-2-oxo-benzimidazol-5-yl]piperazin-1-yl]acetate O=C1NC(CCC1N1C(N(C2=C1C=CC(=C2)N2CCN(CC2)CC(=O)OC(C)(C)C)C)=O)=O